C(C)(C)(C)OC(=O)N/C(/N1[C@@H](CCC1)C1=NC(=NO1)C1=CC2=CC=C(C=C2C=C1)OCC(C1=CC=C(C=C1)C(F)(F)F)=O)=N/C(OC(C)(C)C)=O Tert-butyl (S,Z)-(((tert-butoxycarbonyl)amino)(2-(3-(6-(2-oxo-2-(4-(trifluoromethyl)phenyl)ethoxy)naphthalen-2-yl)-1,2,4-oxadiazol-5-yl)pyrrolidin-1-yl)methylene)carbamate